N-(trans-3-ethoxycyclobutyl)-5-(quinoxalin-6-yl)pyrrolo[2,1-f][1,2,4]triazin-2-amine C(C)O[C@@H]1C[C@H](C1)NC1=NN2C(C=N1)=C(C=C2)C=2C=C1N=CC=NC1=CC2